(2R,3R)-3-((2-(2-chloro-5H-pyrrolo[2,3-b]pyrazin-7-yl)-6-(thiophen-3-yl)pyrimidin-4-yl)amino)bicyclo[2.2.2]octane-2-carboxylic acid ClC=1N=C2C(=NC1)NC=C2C2=NC(=CC(=N2)N[C@H]2[C@@H](C1CCC2CC1)C(=O)O)C1=CSC=C1